2,2-difluoro-N-((R)-1-(2-((R)-1-hydroxyethyl)imidazo[4,5-d]pyrrolo[2,3-b]pyridin-1(6H)-yl)pyrrolidin-3-yl)cyclopropylcarboxamide FC1(C(C1)C(=O)N[C@H]1CN(CC1)N1C(=NC=2C1=C1C(=NC2)NC=C1)[C@@H](C)O)F